3,3-dibromo-2-oxo-1H-pyrrolo[2,3-b]pyridine-5-carbonitrile BrC1(C(NC2=NC=C(C=C21)C#N)=O)Br